(2S,4S)-4-([1,1'-biphenyl]-4-ylmethoxy)-1-(tert-butoxycarbonyl)pyrrolidine-2-carboxylic acid C1(=CC=C(C=C1)CO[C@H]1C[C@H](N(C1)C(=O)OC(C)(C)C)C(=O)O)C1=CC=CC=C1